2-iodo-1,4-dimethoxy-benzene IC1=C(C=CC(=C1)OC)OC